C(CN[C@@H](CS)C(=O)O)N[C@@H](CS)C(=O)O N,N'-ethylenedi-L-cysteine